CN1C(=NC=C1)C1(NC(NC1=O)=O)CNC(=O)C1=NN(N=C1)C1=CC=CC=C1 N-{[4-(1-methyl-1H-imidazol-2-yl)-2,5-dioxoimidazolidin-4-yl]methyl}-2-phenyl-2H-1,2,3-triazole-4-carboxamide